NC=1N=NC(=CC1C1=CC=C(C=C1)C1=NOC(=C1)C(C(=O)OCC)C(C)C)C=1C(NC=CC1)=O ethyl 2-(3-(4-(3-amino-6-(2-oxo-1,2-dihydropyridin-3-yl)pyridazin-4-yl)phenyl)isoxazol-5-yl)-3-methylbutanoate